C(C=C)(=O)N1[C@H](CN(CC1)C1=NC(=NC2=C(C(=C(C=C12)Cl)C1=CC=CC2=CC=CC(=C12)Cl)F)OC[C@H]1N(CCC1)C)CC#N 2-((S)-1-acryloyl-4-(6-chloro-8-fluoro-7-(8-chloronaphthalen-1-yl)-2-(((S)-1-methylpyrrolidin-2-yl)methoxy)quinazolin-4-yl)piperazin-2-yl)acetonitrile